C(C)(=O)C1=CCOC=C1 4-acetyl-oxainine